2-fluoro-3-methylisonicotinaldehyde FC=1C(=C(C=O)C=CN1)C